C[C@H]1[C@H]([C@H]([C@@H]([C@@H](O1)O[C@@H]2[C@H]([C@H]([C@H](O[C@H]2O[C@@H]3[C@H](OC([C@@H]([C@H]3O)O)O)COS(=O)(=O)O)COS(=O)(=O)O)O)O)O)O)O The molecule is a linear trisaccharide derivative that consists of alpha-L-fucose, 6-sulfated beta-D-galactose and 6-sulfated D-glucose units connected in sequence by (1->2) and (1->4) links, respectively. It has a role as an epitope. It is an oligosaccharide sulfate and a trisaccharide derivative.